4-((tert-butyldimethylsilyl)oxy)-3-methylpyrrolidine-1,3-dicarboxylic acid 1-(tert-butyl) ester 3-ethyl ester C(C)OC(=O)C1(CN(CC1O[Si](C)(C)C(C)(C)C)C(=O)OC(C)(C)C)C